ClC1=NN(C=C1C1=NC=CC(=N1)NC=1N=CC2=C(C=CC(=C2C1)C(C)C)N1[C@@H]([C@H](C1)CS(=O)(=O)C)C)CCNC N-(2-(3-Chloro-1-(2-(methylamino)ethyl)-1H-pyrazol-4-yl)pyrimidin-4-yl)-5-isopropyl-8-((2R,3S)-2-methyl-3-((methanesulfonyl)methyl)azetidin-1-yl)isoquinolin-3-amine